CC1=C(C(=O)P(C2=C(C=C(C=C2)OC)OC)(C(C2=C(C=C(C=C2C)C)C)=O)=O)C(=CC(=C1)C)C bis(2,4,6-trimethylbenzoyl)-2,4-dimethoxyphenylphosphine oxide